COCCOCOC1=C(C=C(C=C1)N1C(C2=CC=C(C=C2CC1)C1=C(C=C(C=C1)C(F)(F)F)C1=CC=NC=C1)=O)NS(=O)(=O)C N-(2-((2-methoxyethoxy)methoxy)-5-(1-oxo-6-(2-(pyridin-4-yl)-4-(trifluoromethyl)phenyl)-3,4-dihydroisoquinolin-2(1H)-yl)phenyl)methanesulfonamide